[(methylthio)phenyl]-2-(4-morpholinyl)-1-propanone CSC1=C(C=CC=C1)C(C(C)N1CCOCC1)=O